3-(2-(((1,4-dioxan-2-yl)methyl)amino)-1,1-difluoro-2-oxoethyl)-N-(3,4-difluorophenyl)-4-fluorobenzamide O1C(COCC1)CNC(C(F)(F)C=1C=C(C(=O)NC2=CC(=C(C=C2)F)F)C=CC1F)=O